BrC1=C(C#N)C=CC(=C1F)OCCOC1OCCCC1 2-bromo-3-fluoro-4-(2-((tetrahydro-2H-pyran-2-yl)oxy)ethoxy)benzonitrile